2-(8-(Cyclobutylsulfanyl)imidazo[1,5-a]pyridin-3-yl)propan-2-amine C1(CCC1)SC=1C=2N(C=CC1)C(=NC2)C(C)(C)N